1-(1-aminoisoquinolin-7-yl)-5-(trifluoromethyl)-1H-pyrazole-3-carboxylic acid ethyl ester C(C)OC(=O)C1=NN(C(=C1)C(F)(F)F)C1=CC=C2C=CN=C(C2=C1)N